1-octylnonyl 8-[3-[2-[2-[2-(2-benzyloxyethoxy)ethoxy]ethoxy]ethoxy]-2-[8-(1-octylnonoxy)-8-oxo-octoxy]propoxy]octanoate C(C1=CC=CC=C1)OCCOCCOCCOCCOCC(COCCCCCCCC(=O)OC(CCCCCCCC)CCCCCCCC)OCCCCCCCC(=O)OC(CCCCCCCC)CCCCCCCC